ClC=1C(=C(C(=CC1)N1N=NC(=C1)C(F)(F)F)C1=CC(N(C=C1OC)[C@H](C(=O)NC1=CC(=C(C(=O)N)C=C1)F)C)=O)F 4-({(2S)-2-[4-{3-chloro-2-fluoro-6-[4-(trifluoromethyl)-1H-1,2,3-triazol-1-yl]phenyl}-5-methoxy-2-oxopyridin-1(2H)-yl]-propanoyl}amino)-2-fluorobenzamide